C(CCCCCCC)C(COC(CCCCCN(CCCO)CCCCN)=O)CCCCCCCC 6-((4-aminobutyl)(3-hydroxypropyl)amino)hexanoic acid-2-octyldecyl ester